5-bromo-4-[3-[(tert-butyldimethylsilyl)oxy]-1-(oxan-2-yloxy)propyl]-1,3-thiazole BrC1=C(N=CS1)C(CCO[Si](C)(C)C(C)(C)C)OC1OCCCC1